C1=CC=CC=2C3=CC=CC=C3N(C12)C=1C=C(N(C2=CC=CC=C2)C2=CC=CC=C2)C=C(C1)N1C2=CC=CC=C2C=2C=CC=CC12 3,5-Di(9H-carbazol-9-yl)-N,N-DIPHENYLANILINE